NC([C@H](CCC(=O)N[C@H](C(=O)N[C@H](C(=O)N)CCC(C=[N+]=[N-])=O)CCC(C=[N+]=[N-])=O)NC(OCC1C2=CC=CC=C2C=2C=CC=CC12)=O)=O (9H-Fluoren-9-yl)methyl ((S)-1-amino-5-(((S)-1-(((S)-1-amino-6-diazo-1,5-dioxohexan-2-yl)amino)-6-diazo-1,5-dioxohexan-2-yl)amino)-1,5-dioxopentan-2-yl)carbamate